OCCOC=1C(=C(C2=CC=CC=C2C1C1=CC=CC=C1)C1=CC=C(C2=CC=CC=C12)C1=CC=CC=C1)OCCO bis(2-hydroxyethoxy)-4,4'-diphenyl-1,1'-binaphthyl